2-Carboxy-3a-Hydroxy-1,2,3,3a,8,8a-Hexahydropyrrolo[2,3-b]indol C(=O)(O)C1CC2(C(NC3=CC=CC=C23)N1)O